6-(3-Fluorophenyl)-1-[(4-methyl-3-pyridyl)methyl]-3H-imidazo[4,5-b]pyridin FC=1C=C(C=CC1)C=1C=C2C(=NC1)NCN2CC=2C=NC=CC2C